C(C)(=O)N(C(CCC(=O)NCCC[Si](OCC)(OCC)OCC)=O)C(C)=O N,N-diacetyl-N'-(3-triethoxysilylpropyl)butanediamide